2-(6-(3,5-Difluoro-6-((1-methyl-1H-indazol-6-yl)methoxy)pyridin-2-yl)-6-azaspiro[2.5]Octan-1-yl)-1-((S)-oxetan-2-ylmethyl)-1H-benzo[d]imidazole-6-carboxylic acid FC=1C(=NC(=C(C1)F)OCC1=CC=C2C=NN(C2=C1)C)N1CCC2(CC2C2=NC3=C(N2C[C@H]2OCC2)C=C(C=C3)C(=O)O)CC1